NC1=CC(=CC(=N1)C(=O)N1CC2=CC=CC=C2C1)NC1=C(C=CC=C1)OC (6-Amino-4-((2-methoxyphenyl)amino)pyridin-2-yl)(isoindolin-2-yl)methanone